FC1=C(C=CC(=C1C(=O)C1=NNC2=NC=C(C=C21)C2=CC=C(C=C2)OC)F)NS(=O)(=O)CCC N-(2,4-Difluoro-3-(5-(4-methoxyphenyl)-1H-pyrazolo[3,4-b]pyridin-3-carbonyl)-phenyl)-propan-1-sulfonamid